C(C1=CC=CC=C1)OC1=CC=C2C(=C(N=C(C2=C1)OC1CC(C1)C(=O)O)C1CCOCC1)C1CC1 3-[(7-benzyloxy-4-cyclopropyl-3-tetrahydropyran-4-yl-1-isoquinolyl)oxy]cyclobutanecarboxylic acid